OC1=C(C=C(C=C1)C=1OC2=C(C(=CC(=C2C(C1)=O)O)O)O)[O-] 2-hydroxy-5-(5,7,8-trihydroxy-4-oxo-4H-chromen-2-yl)phenolate